O=C1C(=CN=C(N1CC(=O)O)C1=CC=CC=C1)NC(=O)C=1OC(=NN1)C1=CC=CC=C1 2-(6-oxo-2-phenyl-5-(5-phenyl-1,3,4-oxadiazole-2-carboxamido)pyrimidin-1(6H)-yl)acetic acid